5-[(2S,6R)-11-[(3R)-3-amino-3-methyl-pyrrolidin-1-yl]-6-methyl-4,7,10-triazatricyclo[7.4.0.02,7]trideca-1(9),10,12-trien-4-yl]-2-deuterio-quinoline-8-carbonitrile N[C@]1(CN(CC1)C1=NC=2CN3[C@@H](CN(C[C@@H]3C2C=C1)C1=C2C=CC(=NC2=C(C=C1)C#N)[2H])C)C